(11S,11aS)-allyl 11-(tert-butyldimethylsilyloxy)-7-methoxy-5-oxo-2-((E)-prop-1-enyl)-8-(triisopropylsilyloxy)-11,11a-dihydro-1H-benzo[e]pyrrolo[1,2-a][1,4]diazepine-10(5H)-carboxylate [Si](C)(C)(C(C)(C)C)O[C@H]1[C@H]2N(C(C3=C(N1C(=O)OCC=C)C=C(C(=C3)OC)O[Si](C(C)C)(C(C)C)C(C)C)=O)C=C(C2)\C=C\C